FC=1C(=NC=CC1)C1=NC2=C(N1C)C=CC(=C2N2C[C@@H](C[C@H]2CO)NC(OC(C)(C)C)=O)[N+](=O)[O-] tert-Butyl (3R,5S)-1-(2-(3-fluoropyridin-2-yl)-1-methyl-5-nitro-1H-benzo[d]imidazol-4-yl)-5-(hydroxymethyl)pyrrolidin-3-ylcarbamate